(3R,4R)-3-fluoro-4-((3-nitropyridin-2-yl)amino)pyrrolidine-1-carboxylic acid tert-butyl ester C(C)(C)(C)OC(=O)N1C[C@H]([C@@H](C1)NC1=NC=CC=C1[N+](=O)[O-])F